(6-chloro-1-cyclohexyl-1H-pyrrolo[2,3-b]pyridin-4-yl)methanol methyl-2-(2-((3-(2,6-dioxopiperidin-3-yl)-1-methyl-1H-indazol-7-yl)oxy)-acetamido)-4,5-dimethylthiophene-3-carboxylate CS1C(=C(C(=C1C)C)C(=O)OCC1=C2C(=NC(=C1)Cl)N(C=C2)C2CCCCC2)NC(COC=2C=CC=C1C(=NN(C21)C)C2C(NC(CC2)=O)=O)=O